[C@@H]12OC[C@@H](N(C1)CC1(CC1)CO)C2 (1-(((1S,4S)-2-oxa-5-azabicyclo[2.2.1]heptan-5-yl)methyl)cyclopropyl)methanol